(R)-N-cyano-5-(4-((1-phenylethyl)-amino)quinazolin-6-yl)nicotinamide C(#N)NC(C1=CN=CC(=C1)C=1C=C2C(=NC=NC2=CC1)N[C@H](C)C1=CC=CC=C1)=O